FC(C1=CC=CC(=N1)NC(=O)C=1C(=CC=2N(C1)C=C(N2)C2CCN(CC2)C(CN2CCC(CC2)C2=C(C=C(C=C2)C2C(NC(CC2)=O)=O)F)=O)OC(C)C)F N-[6-(difluoromethyl)-2-pyridinyl]-2-[1-[2-[4-[4-(2,6-dioxo-3-piperidinyl)-2-fluoro-phenyl]-1-piperidinyl]acetyl]-4-piperidinyl]-7-isopropoxy-imidazo[1,2-a]pyridine-6-carboxamide